(Z) and (E)-2-((benzyloxy)imino)-2-(2-((tert-butoxycarbonyl)amino)pyridin-4-yl)acetic Acid C(C1=CC=CC=C1)ON=C(C(=O)O)C1=CC(=NC=C1)NC(=O)OC(C)(C)C